tert-butyl (4S,6S)-4-(6-(5-cyanopicolinamido)-3-fluoropyridin-2-yl)-4-methyl-6-(trifluoromethyl)-5,6-dihydro-4H-1,3-oxazin-2-ylcarbamate C(#N)C=1C=CC(=NC1)C(=O)NC1=CC=C(C(=N1)[C@]1(N=C(O[C@@H](C1)C(F)(F)F)NC(OC(C)(C)C)=O)C)F